tert-butyl (R)-(4-(6-chloro-5,8-difluoro-4-hydroxy-2-(methylthio)quinazolin-7-yl)-3-cyano-7-fluorobenzo[b]thiophen-2-yl)carbamate ClC=1C(=C2C(=NC(=NC2=C(C1C1=CC=C(C=2SC(=C(C21)C#N)NC(OC(C)(C)C)=O)F)F)SC)O)F